tert-butyl 4-((1r,3r)-3-((4-(8-(3-amino-6-(2-hydroxyphenyl)pyridazin-4-yl)-2-oxa-5,8-diazaspiro[3.5]nonan-5-yl)pyridin-2-yl)oxy)cyclobutoxy)piperidine-1-carboxylate NC=1N=NC(=CC1N1CCN(C2(COC2)C1)C1=CC(=NC=C1)OC1CC(C1)OC1CCN(CC1)C(=O)OC(C)(C)C)C1=C(C=CC=C1)O